5,10,15,20-tetrakis(carboxyphenyl)porphyrin C(=O)(O)C1=C(C=CC=C1)C=1C2=CC=C(N2)C(=C2C=CC(C(=C3C=CC(=C(C=4C=CC1N4)C4=C(C=CC=C4)C(=O)O)N3)C3=C(C=CC=C3)C(=O)O)=N2)C2=C(C=CC=C2)C(=O)O